CN1C(C[C@@H](C(=O)O)NC1=O)=O 1-methyl-L-4,5-dihydroorotic acid